FC1=CC(=C2CN(C(C2=C1)=O)C1C(NC(CC1)=O)=O)SCCCCCCCN[C@@H]1[C@@]2(CC[C@H](C1)C2(C)C)C 3-(6-fluoro-1-oxo-4-((7-(((1R,2S,4R)-1,7,7-trimethylbicyclo[2.2.1]heptan-2-yl)amino)heptyl)thio)isoindolin-2-yl)piperidine-2,6-dione